COC(=O)C=1C=C(OC2CCN(CC2)C(=O)OC(C)(C)C)C=CC1 tert-Butyl 4-(3-(methoxycarbonyl)phenoxy)piperidine-1-carboxylate